3-((5-(5-(difluoromethyl)-1,3,4-oxadiazol-2-yl)pyridin-2-yl)methyl)-5-fluoro-6-(1-isopropylpiperidin-4-yl)benzo[d]oxazol-2(3H)-one FC(C1=NN=C(O1)C=1C=CC(=NC1)CN1C(OC2=C1C=C(C(=C2)C2CCN(CC2)C(C)C)F)=O)F